(S)-3-amino-5-trideuteriomethyl-2,3-dihydropyrido[3,2-b][1,4]oxazepine-4(5H)-one hydrochloride Cl.N[C@@H]1C(N(C2=C(OC1)C=CC=N2)C([2H])([2H])[2H])=O